CN1CCN(CC1)CC1=CC=C(C=C1)N1C=NC(=C1)NC=1N=CC(=NC1)C#N 5-((1-(4-((4-Methylpiperazin-1-yl)methyl)phenyl)-1H-imidazol-4-yl)amino)pyrazine-2-carbonitrile